6-chloro-3-methoxy-N-(4-(1-methyl-4-(trifluoromethyl)-1H-imidazol-2-yl)benzyl)pyridazin-4-amine ClC1=CC(=C(N=N1)OC)NCC1=CC=C(C=C1)C=1N(C=C(N1)C(F)(F)F)C